C12ON(C(C=C1)CC2)C(=O)N 2-oxa-3-azabicyclo[2.2.2]oct-5-ene-3-carboxamide